COC(C(C)(N1N=CC=N1)C)=O.N=1N(N=CC1)C(C)(C)C1=NN(C(=C1)N)C([2H])([2H])[2H] 3-(2-(2H-1,2,3-triazol-2-yl)propan-2-yl)-1-(methyl-d3)-1H-pyrazol-5-amine Methyl-2-methyl-2-(2H-1,2,3-triazol-2-yl)propanoate